C1=CC=CC=2C3=CC=CC=C3N(C12)C1=NC(=NC(=N1)N1C2=CC=CC=C2C=2C=CC=CC12)N1C2=CC=CC=C2C=2C=CC=CC12 2,4,6-tri(9H-carbazole-9-yl)-1,3,5-triazine